2-benzoylpyridine-acetonaphthone C(C1=CC=CC=C1)(=O)C1(NC=CC=C1)CC(=O)C1=CC=CC2=CC=CC=C12